CO[C@H](CS)CC (S)-2-methoxybutane-1-thiol